(7-hydroxycarbamoyl-heptyloxy)-biphenyl ONC(=O)CCCCCCCOC1=C(C=CC=C1)C1=CC=CC=C1